1-[3-(6-methoxypyridazin-3-yl)pyrazin-2-yl]ethanamine COC1=CC=C(N=N1)C=1C(=NC=CN1)C(C)N